Cl.BrC=1N=CC(=NC1)NC(=O)[C@@H]1NC[C@H](C1)F (2R,4S)-N-(5-bromopyrazin-2-yl)-4-fluoro-pyrrolidine-2-carboxamide hydrochloride